Tris(isopropyl)methyl-tin C(C)(C)[Sn](C)(C(C)C)C(C)C